BrC1=C2[C@H](CO[C@@]3(COCCC3)C2=CC=C1)C (1R,4R)-5-bromo-4-methyl-5',6'-dihydro-2'H,4'H-spiro[isochromane-1,3'-pyran]